(S)-3-(4-Fluorophenyl)-N-{1-[3-(4-methylpiperazin-1-yl)phenyl]ethyl}acrylamide FC1=CC=C(C=C1)C=CC(=O)N[C@@H](C)C1=CC(=CC=C1)N1CCN(CC1)C